N1(N=NC2=C1C=CC=C2)O[P+](N(C)C)(N(C)C)N(C)C benzotriazol-1-oxy-tris(dimethylamino)phosphonium